COC1=C(C(=O)P(C2=CC=CC=C2)(C(C2=C(C=CC=C2OC)OC)=O)=O)C(=CC=C1)OC bis(2,6-dimethoxybenzoyl)-phenylphosphine oxide